3-(2-(diisopropylamino)ethyl)-7-methyl-1H-indol-4-ol C(C)(C)N(CCC1=CNC=2C(=CC=C(C12)O)C)C(C)C